C(C)N(C(=O)C1[C@H]2CN(C[C@@H]12)C1CC2CCCC(C1)N2C2=NC(=NO2)C)C (1r,5s,6r)-N-ethyl-N-methyl-3-(9-(3-methyl-1,2,4-oxadiazol-5-yl)-9-azabicyclo[3.3.1]non-3-yl)-3-azabicyclo[3.1.0]hexane-6-carboxamide